trans-N-(3-(2-Cyclopropylthiazol-5-yl)phenyl)-N-((trans-4-(4-methoxy-3-methylphenyl)cyclohexyl)methyl)-4-(2-(2-(methylamino)ethoxy)acetamido)cyclohexanecarboxamide C1(CC1)C=1SC(=CN1)C=1C=C(C=CC1)N(C(=O)[C@@H]1CC[C@H](CC1)NC(COCCNC)=O)C[C@@H]1CC[C@H](CC1)C1=CC(=C(C=C1)OC)C